N2-(5-bromo-2,3-dihydro-1H-inden-2-yl)-N4-(3,3-difluorocyclopentyl)-6-(6-(trifluoromethyl)pyridin-2-yl)-1,3,5-triazine-2,4-diamine BrC=1C=C2CC(CC2=CC1)NC1=NC(=NC(=N1)NC1CC(CC1)(F)F)C1=NC(=CC=C1)C(F)(F)F